C(#N)C=1N=CC(=NC1)NC1=CC(=C(N=N1)C(NC1=CC=CC=C1)=O)NCC1CN(CCC1)C(=O)OC(C)(C)C tert-butyl 3-((6-(5-cyanopyrazin-2-ylamino)-3-(phenylcarbamoyl)pyridazin-4-ylamino)methyl)piperidine-1-carboxylate